7'-methoxyspiro[cyclopropane-1,3'-indoline]-2'-one COC=1C=CC=C2C3(C(NC12)=O)CC3